1H-3a,7-methanoazulen-6-yl benzoate C(C1=CC=CC=C1)(=O)OC=1C=CC23C=CCC2=CC1C3